3-((o-tolyloxy)methyl)piperidine C1(=C(C=CC=C1)OCC1CNCCC1)C